NC=1C(=C(C(=C(C1)O)F)C(=O)C1=CNC2=NC=C(C=C21)Cl)F (3-amino-2,6-difluoro-5-hydroxy-phenyl)-(5-chloro-1H-pyrrolo[2,3-b]pyridin-3-yl)methanone